C(C)(C)O[Ce](OC(C)C)OC(C)C Triisopropoxycerium(III)